CN1CC(CCC1)CC=1C=CC2=C(C(=NO2)N2C(NC(CC2)=O)=O)C1 1-(5-((1-methylpiperidin-3-yl)methyl)benzo[d]isoxazol-3-yl)dihydropyrimidine-2,4(1H,3H)-dione